3-(1H-indazol-6-yl)acrylamide hydrochloride Cl.N1N=CC2=CC=C(C=C12)C=CC(=O)N